C(C)[C@@H]1CN(C=2C=CC=C3C2N1C(=C3)C3=NC1=C(N3C)C(=CC(=C1)C=O)F)CCCO (2-((R)-3-ethyl-1-(3-hydroxypropyl)-2,3-dihydro-1H-pyrrolo[1,2,3-de]quinoxalin-5-yl)-7-fluoro-1-methyl-1H-benzo[d]imidazol-5-yl)methanone